C(C)N(C(\C=C\C1=C(N(C2N=CN=CC21)C)C2=CC=CC=C2)=O)CC (E)-N,N-diethyl-3-(7-methyl-6-phenyl-4a,7a-dihydro-7H-pyrrolo[2,3-d]pyrimidin-5-yl)acrylamide